N1=CC=C(C=C1)[C@@H](C)O (1R)-1-(4-pyridinyl)ethanol